[Si](C1=CC=CC=C1)(C1=CC=CC=C1)(C(C)(C)C)OC1CC2C(C2C1)C(CC(C(=O)OCC)=O)=O ethyl 4-(3-((tert-butyldiphenylsilyl)oxy)bicyclo[3.1.0]hexan-6-yl)-2,4-dioxobutanoate